5-chloro-1-methyl-3-(6-methylpyridin-2-yl)-1H-indazole-6-carboxylic acid ClC=1C=C2C(=NN(C2=CC1C(=O)O)C)C1=NC(=CC=C1)C